C(C)C=1N(C=CN1)CC1=CC=C(C=C1)C1=C(SC(=C1C)CC(C)C)S(=O)(=O)NC(OC)=O Methyl ((3-(4-((2-ethyl-1H-imidazol-1-yl)methyl)phenyl)-5-isobutyl-4-methylthiophen-2-yl)sulfonyl)carbamate